(S)-1-((2-((S)-amino(4,4-difluorocyclohexyl)-methyl)benzo[d]oxazol-5-yl)methyl)-4-(trifluoromethyl)imidazolidin-2-one N[C@H](C=1OC2=C(N1)C=C(C=C2)CN2C(N[C@@H](C2)C(F)(F)F)=O)C2CCC(CC2)(F)F